(R)-2-(4-(Benzo[d]thiazol-7-yl)phenyl)-2-(3-(2-ethynylthiazol-4-yl)ureido)-ethane-1-sulfonamide S1C=NC2=C1C(=CC=C2)C2=CC=C(C=C2)[C@H](CS(=O)(=O)N)NC(=O)NC=2N=C(SC2)C#C